2-(4-fluorophenyl)-6-methyl-N-(3-(4'-(trifluoromethoxy)-[1,1'-biphenyl]-4-yl)propyl)thieno[2,3-d]pyrimidin-4-amine FC1=CC=C(C=C1)C=1N=C(C2=C(N1)SC(=C2)C)NCCCC2=CC=C(C=C2)C2=CC=C(C=C2)OC(F)(F)F